C(C=C)(=O)OC1=C(C(=C(C=C1)C(C)(C)C1=C(C(=C(C=C1)OC(C=C)=O)OCC)OCC)OCC)OCC 2,2-bis(4-acryloyloxydiethoxyphenyl)propane